C(C)N(CC)[Ti] (diethylamino)Titanium